O[C@H]1[C@@H](CCCC1)NC=1C=C(C=2N(N1)C(=CN2)C#N)NC2=NC(=CC=C2)N2C(CCCCC2)=O 6-{[(1R,2R)-2-Hydroxycyclohexyl]amino}-8-{[6-(2-oxoazepan-1-yl)pyridin-2-yl]amino}imidazo[1,2-b]pyridazin-3-carbonitril